4-[4-(aminomethyl)phenyl]-2-[(4-methoxyphenyl)methyl]phthalazin-1-one NCC1=CC=C(C=C1)C1=NN(C(C2=CC=CC=C12)=O)CC1=CC=C(C=C1)OC